COC[C@H](C)NC(=O)C1=CN(C2=NC=C(N=C21)OC[C@H]2CN(CC2)C(=O)OC(C)(C)C)COCC[Si](C)(C)C |&1:19| Racemic-tert-butyl 3-{[(7-[((S)-1-methoxypropan-2-yl)carbamoyl]-5-{[2-(trimethylsilyl)eth-oxy]methyl}-5H-pyrrolo[2,3-b]pyrazin-2-yl)oxy]methyl}pyrrolidine-1-carboxylate